1-(methyl-sulfonyl)-1H-indazole-6-carboxamide CS(=O)(=O)N1N=CC2=CC=C(C=C12)C(=O)N